tetrakis(tolyl)borate C1(=C(C=CC=C1)[B-](C1=C(C=CC=C1)C)(C1=C(C=CC=C1)C)C1=C(C=CC=C1)C)C